3-Methyl-3-oxetanemethanol benzyl-(S)-2-((tert-butoxycarbonyl)amino)-3-(3-(3-((S)-2,3-dihydrobenzo[b][1,4]-dioxin-2-yl)phenyl)-1,2,4-oxadiazol-5-yl)propanoate C(C1=CC=CC=C1)[C@@](C(=O)OCC1(COC1)C)(CC1=NC(=NO1)C1=CC(=CC=C1)[C@H]1COC2=C(O1)C=CC=C2)NC(=O)OC(C)(C)C